4-((4-(ethoxymethyl)-4-phenethylpiperidin-1-yl)methyl)benzonitrile C(C)OCC1(CCN(CC1)CC1=CC=C(C#N)C=C1)CCC1=CC=CC=C1